BrC1=CC(=C(C(=C1)OC)C=1NC=C(N1)C(F)(F)F)F 2-(4-bromo-2-fluoro-6-methoxyphenyl)-4-(trifluoromethyl)-1H-imidazole